(2S)-6-[(Z)-N',N'-dimethyl-N''-[(2,2,4,6,7-pentamethyl-2,3-dihydro-1-benzofuran-5-yl)sulfonyl]carbamimidamido]-2-({[(9H-fluoren-9-yl)methoxy]carbonyl}amino)hexanoic acid CN(\C(\NCCCC[C@@H](C(=O)O)NC(=O)OCC1C2=CC=CC=C2C=2C=CC=CC12)=N/S(=O)(=O)C=1C(=C(C2=C(CC(O2)(C)C)C1C)C)C)C